2-(4-methylphenyl)-6,7,8,9-tetrahydro-4H-furo[2,3-D]pyrido[1,2-a]pyrimidin-4-one CC1=CC=C(C=C1)C1=CC2=C(N=C3N(C2=O)CCCC3)O1